C(#N)CC1CCC(CC1)N1C(=NC=2C1=C1C(=NC2)NC=C1)CC(=O)NCC1=NC=CN=C1 2-(1-((1r,4r)-4-(cyanomethyl)cyclohexyl)-1,6-dihydroimidazo[4,5-d]pyrrolo[2,3-b]pyridin-2-yl)-N-(pyrazin-2-ylmethyl)acetamide